(9S)-7-[6-(2-azaspiro[4.5]decan-8-yl)-3-pyridyl]-4,5,9,13-tetramethyl-3-thia-1,8,11,12-tetrazatricyclo[8.3.0.02,6]trideca-2(6),4,7,10,12-pentaene C1NCCC12CCC(CC2)C2=CC=C(C=N2)C=2C=1C(=C(SC1N1C(=NN=C1[C@@H](N2)C)C)C)C